(R)-3-((5-chloro-2-((2-(difluoro-methoxy)-4-(4-(hexahydro-pyrrolo[1,2-a]pyrazin-2(1H)-yl)-piperidin-1-yl)phenyl)amino)-pyrimidin-4-yl)amino)thiophene-2-carboxamide ClC=1C(=NC(=NC1)NC1=C(C=C(C=C1)N1CCC(CC1)N1C[C@@H]2N(CC1)CCC2)OC(F)F)NC2=C(SC=C2)C(=O)N